2-(3-(cyclohex-1-en-1-yl)propioloyl)benzaldehyde C1(=CCCCC1)C#CC(=O)C1=C(C=O)C=CC=C1